3-Bromo-5-fluoro-2-methylbenzamide BrC=1C(=C(C(=O)N)C=C(C1)F)C